ClC=1C=C2C(=NC=NC2=C(C1C1=C2C=NNC2=CC=C1C)F)N1CCN(CC1)C(C=C)=O (R)-1-(4-(6-chloro-8-fluoro-7-(5-methyl-1H-indazol-4-yl)quinazolin-4-yl)piperazin-1-yl)prop-2-en-1-one